3-{2-[(2R,4S)-2-methyl-4-({4-[(R or S)-methyl(methylimino)oxo-λ6-sulfanyl]phenoxy}methyl)pyrrolidin-1-yl]ethyl}benzonitrile C[C@H]1N(C[C@H](C1)COC1=CC=C(C=C1)[S@@](=O)(=NC)C)CCC=1C=C(C#N)C=CC1 |o1:14|